C(C=C)(=O)OCCCCCCCCCCCCC tridecyl acrylate